N-Benzyl-3-[3-(4-methoxy-benzyl)-3H-imidazo[4,5-b]pyridin-2-yl]-propionamide C(C1=CC=CC=C1)NC(CCC1=NC=2C(=NC=CC2)N1CC1=CC=C(C=C1)OC)=O